[Cl-].C(CCCCCCC\C=C/CCCCCCCC)O[N+](C)(C)OCCCCCCCC\C=C/CCCCCCCC N,N-dioleyloxy-N,N-dimethylammonium chloride